(6-allyl-7-oxo-1H-pyrrolo[2,3-c]pyridin-4-yl)-N,N-dimethyl-benzamide C(C=C)N1C(C2=C(C(=C1)C1=C(C(=O)N(C)C)C=CC=C1)C=CN2)=O